BrC=1C=C(C(=NC1)CNC(=O)C=1C(=NC=CC1Cl)Cl)Cl N-[(5-bromo-3-chloro-pyridin-2-yl)methyl]-2,4-dichloropyridine-3-carboxamide